O=C1NC(CCC1N1C(C2=CC=CC=C2C1=O)=O)=O 2-(2,6-dioxo-3-piperidinyl)-1H-isoindole-1,3(2H)-dione